(S)-2-amino-3-methyl-1-(4-(3-phenylpyrazolo[1,5-a]pyrimidin-5-yl)piperazin-1-yl)butan-1-one N[C@H](C(=O)N1CCN(CC1)C1=NC=2N(C=C1)N=CC2C2=CC=CC=C2)C(C)C